(3R,4S,5R)-5-(hydroxymethyl)tetrahydrofuran-2,3,4-triol OC[C@@H]1[C@H]([C@H](C(O1)O)O)O